(E)-N'-(2,4-difluorobenzyl)-4-(4-(2-(difluoromethyl)-1H-benzo[d]imidazol-1-yl)-6-morpholino-1,3,5-triazin-2-yl)piperazine-1-carboxylic acid hydrazide FC1=C(CNNC(=O)N2CCN(CC2)C2=NC(=NC(=N2)N2C(=NC3=C2C=CC=C3)C(F)F)N3CCOCC3)C=CC(=C1)F